NCCC=1C=NC(=NC1)C1=C(C=C(C#N)C=C1)OC1=CC(=NC(=C1)C1=NC=CC=N1)C 4-[5-(2-aminoethyl)pyrimidin-2-yl]-3-(2-methyl-6-pyrimidin-2-ylpyridin-4-yl)oxybenzonitrile